2-((1-(2-(4,4-dimethylpiperidin-1-yl)-6-methyl-4-oxo-4H-chromen-8-yl)ethyl)amino)-4-fluoro-5-methylbenzoic acid CC1(CCN(CC1)C=1OC2=C(C=C(C=C2C(C1)=O)C)C(C)NC1=C(C(=O)O)C=C(C(=C1)F)C)C